ClC=1C=C(C2=C(C=C(O2)CNC(=O)C=2C=NC=C3C=CC=NC23)C1)C1=NN=NN1 N-((5-Chloro-7-(1H-tetrazol-5-yl)benzofuran-2-yl)methyl)-1,6-naphthyridine-8-carboxamide